(4-((4-(2-(dimethylamino)-2-oxoethyl)piperazin-1-yl)methyl)phenyl)boronic acid CN(C(CN1CCN(CC1)CC1=CC=C(C=C1)B(O)O)=O)C